[(4-bromophenyl)methyl](methyl)sulfane BrC1=CC=C(C=C1)CSC